CN(CCOC=1C=CC(=C(C(=O)N[C@H](C)C2=CC(=CC(=C2)C2=CN(C=C2)C)C=2C=NN(C2)C)C1)C)C (R)-5-(2-(dimethylamino)ethoxy)-2-methyl-N-(1-(3-(1-methyl-1H-pyrazol-4-yl)-5-(1-methyl-1H-pyrrol-3-yl)phenyl)ethyl)benzamide